COC1=NN(C(=C1)C)C1=CC=C(C=C1)CN (4-(3-methoxy-5-methyl-1H-pyrazol-1-yl)phenyl)methanamine